C1(CC1)S(=O)(=O)NC=1SC=C(N1)C(C(=O)NC1=NC=C(C=C1)C1=NC(=CN=C1)OCCC)CC 2-(2-(cyclopropanesulfonamido)thiazol-4-yl)-N-(5-(6-propoxypyrazin-2-yl)pyridin-2-yl)butanamide